ClC1=C(C=CC=C1F)CC(=O)NC1=CC(=NC=C1)N(C(C)=O)C1=CC(=C(C=C1)S(=O)(=O)C)F N-{4-[2-(2-chloro-3-fluorophenyl)acetamido]pyridin-2-yl}-N-[3-fluoro-4-(methylsulfonyl)phenyl]acetamide